2-[(E)-2-(4-hydroxyphenyl)ethenyl]-1,3,3-trimethyl-3H-indole OC1=CC=C(C=C1)/C=C/C1N(C2=CC=CC=C2C1(C)C)C